C(C(C)C)OC=1C=C(C=O)C=CC1OC 3-isobutoxy-4-methoxybenzaldehyde